C[SiH]1OCCOCCC1 methyl-1,6-dioxa-2-silacyclooctane